5-(3-fluoro-8-((1S,2S)-2-(5-fluoro-1-(2,2,2-trifluoroethyl)-1H-indazol-6-yl)cyclopropyl)imidazo[1,2-b]pyridazin-6-yl)pyrimidine-2,4(1H,3H)-dione FC1=CN=C2N1N=C(C=C2[C@@H]2[C@H](C2)C2=C(C=C1C=NN(C1=C2)CC(F)(F)F)F)C=2C(NC(NC2)=O)=O